2-(difluoromethyl)-8-methyl-7-(3-(1-methyl-1H-pyrazol-4-yl)-7,8-dihydro-1,6-naphthyridin-6(5H)-yl)-4H-pyrimido[1,2-b]pyridazin-4-one FC(C=1N=C2N(N=C(C(=C2)C)N2CC=3C=C(C=NC3CC2)C=2C=NN(C2)C)C(C1)=O)F